Methyl 4-bromothiazole-2-carboxylate BrC=1N=C(SC1)C(=O)OC